COC(C=C[C@H]1CN(CCO1)C(=O)[O-])=O (S)-2-(3-methoxy-3-oxoprop-1-en-1-yl)morpholine-4-carboxylate